O=S1(N(CC2=C1C=C(C=C2)NC2=CC(=NN2C(C)(C)C)C2CCC(CC2)O)CC2=CC=C(C=C2)OC)=O 1,1-dioxo-6-((1-(tert-butyl)-3-((1s,4s)-4-hydroxycyclohexyl)-1H-pyrazol-5-yl)amino)-2-(4-methoxybenzyl)-2,3-dihydrobenzo[d]isothiazole